C(C)(C)(C)C1CCN(CC1)C(=O)NC1=CC(=C(C=C1)C1CCOC=C1)C=1N=NNN1 4-(tert-butyl)-N-(4-(3,4-dihydro-2H-pyran-4-yl)-3-(2H-tetrazol-5-yl)phenyl)piperidine-1-carboxamide